N-(7-(dimethoxymethyl)-1,2,3,4-tetrahydro-2,4-methylene-1,8-naphthyridin-4-yl)-1H-pyrazole-2-carboxamide COC(C1=CC=C2C3(CC(NC2=N1)C3)NC(=O)N3NC=CC3)OC